2'-chloro-6-isopropoxy-5'-methoxy-N-(5-methoxy-1,3,4-thiadiazol-2-yl)-[3,4'-bipyridine]-4-carboxamide ClC1=NC=C(C(=C1)C=1C=NC(=CC1C(=O)NC=1SC(=NN1)OC)OC(C)C)OC